tert-butyl (2S,3R)-3-amino-2-(methoxy(methyl)carbamoyl)pyrrolidine-1-carboxylate N[C@H]1[C@H](N(CC1)C(=O)OC(C)(C)C)C(N(C)OC)=O